CN(C(/C=C/CC[C@H](C(=O)NC=1C(N(C(=CC1)C)CC1=CC=2C(=C(N=CC2F)CC(C)C)N1)=O)CN(C([O-])=O)C)=O)C (S,E)-7-(Dimethylamino)-1-((1-((4-fluoro-7-isobutyl-1H-pyrrolo[2,3-c]pyridin-2-yl)methyl)-6-methyl-2-oxo-1,2-dihydropyridin-3-yl)amino)-1,7-dioxohept-5-en-2-yl-dimethylcarbamat